C(C=C)(=O)OCCOCCOCCOCCOCC(=O)O 2-(2-(2-(2-(2-(acryloyloxy)ethoxy)ethoxy)ethoxy)ethoxy)acetic acid